OC1=C(C=CC(=C1)O)C(=O)N1CC2=CC=CC(=C2C1)NCCC1=CC=CC=C1 (2,4-Dihydroxyphenyl)(4-(phenethyl-amino)isoindolin-2-yl)methanone